C\C=C\C1=CC=CC=C1 trans-β-Methylstyrene